N-(4-(4-((dimethyl)methyl)benzyl)phenyl)METHACRYLAMIDE CC(C1=CC=C(CC2=CC=C(C=C2)NC(C(=C)C)=O)C=C1)C